N-(7-chloro-6-(4-(4-hydroxy-3-methyltetrahydrofuran-3-yl)piperazin-1-yl)isoquinolin-3-yl)spiro[2.3]hexane-5-carboxamide ClC1=C(C=C2C=C(N=CC2=C1)NC(=O)C1CC2(CC2)C1)N1CCN(CC1)C1(COCC1O)C